ClC1=CC=C2C(=NC(N(C2=C1)C=1NC=CN1)=O)NC 7-chloro-1-(1H-imidazol-2-yl)-4-(methylamino)-quinazolin-2(1H)-one